3-(6-cyclopropylpyridin-3-yl)-6-(7-methyl-[1,2,4]triazolo[4,3-b]pyridazin-6-yl)-5,6,7,8-tetrahydro-1,6-naphthyridine C1(CC1)C1=CC=C(C=N1)C=1C=NC=2CCN(CC2C1)C=1C(=CC=2N(N1)C=NN2)C